CN1C(C(=CC2=C1N=C(N=C2)NCCC2=CC=CC=C2)OC2=CC=CC=C2)=O 8-methyl-6-phenoxy-2-[(2-phenylethyl)amino]pyrido[2,3-d]pyrimidin-7(8H)-one